prop-2-en-1-yl (3R)-3-[1-(7-{[(1R)-1-(2,4-dichlorophenyl)ethyl]amino}-2-methylpyrazolo[4,3-d]pyrimidin-5-yl)azetidin-3-yl]piperidine-1-carboxylate ClC1=C(C=CC(=C1)Cl)[C@@H](C)NC=1C=2C(N=C(N1)N1CC(C1)[C@@H]1CN(CCC1)C(=O)OCC=C)=CN(N2)C